1,1,1-Trifluoropropan-2-yl 5-chloro-2-((5-methoxypyrazolo[1,5-a]pyrimidine-3-carboxamido)methyl)benzofuran-7-carboxylate ClC=1C=C(C2=C(C=C(O2)CNC(=O)C=2C=NN3C2N=C(C=C3)OC)C1)C(=O)OC(C(F)(F)F)C